(±)-methyl 4-((trans)-4-(difluoromethoxy)piperidin-2-yl)benzoate FC(O[C@H]1C[C@@H](NCC1)C1=CC=C(C(=O)OC)C=C1)F |r|